CN1N=C(C=C1)C1=NC=CC=N1 1-methyl-3-(pyrimidin-2-yl)-1H-pyrazol